CN1C(N(CC=2C1=NC(=NC2)NC2=CC=C(C=C2)N2CCN(CC2)C)C2C1=C(N(CC2)C(C=C)=O)N(N=C1)C)=O 1-methyl-7-[4-(4-methylpiperazin-1-yl)anilino]-3-(1-methyl-7-prop-2-enoyl-5,6-dihydro-4H-pyrazolo[3,4-B]pyridin-4-yl)-4H-pyrimido[4,5-d]pyrimidin-2-one